N-[6-(dimethylamino)hexyl]acrylamide CN(CCCCCCNC(C=C)=O)C